OC1=CC=C(C=C1)C(C)(CC(C)C)C1=CC=C(C=C1)O 2,2-Bis(4-hydroxyphenyl)-4-methylpentan